FC(C(=O)O)(F)F.O=C1NC(CCC1NC(C1=C(C=C(C=C1)N1CC2(C1)CCNCC2)F)=O)=O N-(2,6-dioxopiperidin-3-yl)-2-fluoro-4-(2,7-diazaspiro[3.5]nonane-2-yl)benzamide trifluoroacetate